ClC1=C(C#N)C(=CC=N1)NC1=CC2=C(N(C(N2CC2(CNC(O2)=O)CC)=O)C)C=C1 2-Chloro-4-((3-((5-ethyl-2-oxooxazolidin-5-yl)methyl)-1-methyl-2-oxo-2,3-dihydro-1H-benzo[d]imidazol-5-yl)amino)nicotinonitril